N-ethoxy-N-(hydroxyethylethoxy)-4-toluidine C(C)ON(C1=CC=C(C=C1)C)OC(C)CCO